ClC12C(C=CC=C1)S2 chlorobenzene sulfide